2-methyl-2-hexanamine CC(C)(CCCC)N